N-(2,2-difluoro-1,3-benzodioxol-5-yl)-N-methyl-benzamide FC1(OC2=C(O1)C=CC(=C2)N(C(C2=CC=CC=C2)=O)C)F